(2S)-2-[[4-[(E)-3-(4-Methoxycarbonylphenyl)prop-2-enoyl]phenyl]sulfonylamino]propanoic acid COC(=O)C1=CC=C(C=C1)/C=C/C(=O)C1=CC=C(C=C1)S(=O)(=O)N[C@H](C(=O)O)C